(S)-2-(3-((2-(cyclopropylamino)pyrimidin-4-yl)oxy)pyrrolidin-1-yl)-N-(3-(2-((1,5-dimethyl-1H-pyrazol-3-yl)amino)-5-methoxypyrimidin-4-yl)-1H-indol-7-yl)acetamide C1(CC1)NC1=NC=CC(=N1)O[C@@H]1CN(CC1)CC(=O)NC=1C=CC=C2C(=CNC12)C1=NC(=NC=C1OC)NC1=NN(C(=C1)C)C